(S) or (R)-N-(amino(4-(2-hydroxypropan-2-yl)thiazol-2-yl)(oxo)-λ6-sulfaneylidene)-2-(3,4-difluoro-2,6-diisopropylphenyl)acetamide N[S@@](=NC(CC1=C(C(=C(C=C1C(C)C)F)F)C(C)C)=O)(=O)C=1SC=C(N1)C(C)(C)O |o1:1|